2-{[2-(4-{5-[(1-ethyl-1H-pyrazol-3-yl)amino]-1H-[1,2,3]triazolo[4,5-d]pyrimidin-1-yl}phenyl)propan-2-yl]oxy}ethan-1-ol C(C)N1N=C(C=C1)NC=1N=CC2=C(N1)N=NN2C2=CC=C(C=C2)C(C)(C)OCCO